carbon boron [B].[C]